CC=1NN=C2C1C=C1N2CCN(C1)C(CCOCCC)=O 1-(3-(3-methyl-2,5,7,8-tetrahydro-6H-pyrazolo[4',3':4,5]pyrrolo[1,2-a]pyrazin-6-yl)-3-oxopropoxy)propan